ditetradecylsulfosuccinate lithium salt [Li+].C(CCCCCCCCCCCCC)C(C(C(=O)[O-])S(=O)(=O)O)(C(=O)[O-])CCCCCCCCCCCCCC.[Li+]